(1S,2S,5R)-N-((S)-2-((R)-2-aminopropionamido)-2-phenylethyl)-1-hydroxy-2-isopropyl-5-methylcyclohexane-1-carboxamide N[C@@H](C(=O)N[C@H](CNC(=O)[C@]1([C@@H](CC[C@H](C1)C)C(C)C)O)C1=CC=CC=C1)C